9-(4-(4-([1,1':3',1''-terphenyl]-5'-yl)-2,5,6-tris(5H-pyrido[4,3-b]indol-5-yl)pyridin-3-yl)phenyl)-N3,N3,N6,N6-tetraphenyl-9H-carbazole-3,6-diamine C1(=CC=CC=C1)C1=CC(=CC(=C1)C1=C(C(=NC(=C1N1C2=C(C=3C=CC=CC13)C=NC=C2)N2C1=C(C=3C=CC=CC23)C=NC=C1)N1C2=C(C=3C=CC=CC13)C=NC=C2)C2=CC=C(C=C2)N2C1=CC=C(C=C1C=1C=C(C=CC21)N(C2=CC=CC=C2)C2=CC=CC=C2)N(C2=CC=CC=C2)C2=CC=CC=C2)C2=CC=CC=C2